rac-4-(2-((3aR,5s,6aS)-5-benzyl-5-fluoro-hexahydrocyclopenta[c]pyrrol-2(1H)-yl)-1-hydroxyethyl)phenol C(C1=CC=CC=C1)C1(C[C@@H]2[C@@H](CN(C2)CC(O)C2=CC=C(C=C2)O)C1)F